ClC=1C=CC=C2C=CC=C(C12)N1CC=2N=C(N=C(C2CC1)N1CC(NCC1)CC#N)OCC1(CC1)CNC 2-(4-(7-(8-chloronaphthalen-1-yl)-2-((1-((methylamino)methyl)cyclopropyl)methoxy)-5,6,7,8-tetrahydropyrido[3,4-d]pyrimidin-4-yl)piperazin-2-yl)acetonitrile